1-(tert-butyl) 2-methyl (2S,4R)-4-(o-tolyl)pyrrolidine-1,2-dicarboxylate C1(=C(C=CC=C1)[C@H]1C[C@H](N(C1)C(=O)OC(C)(C)C)C(=O)OC)C